NC=1C=2N(C(=CN1)C=1CNCCC1)C(=NC2C2=CC=C(C1=CC=CC=C21)N(C(=O)N)C2=CC(=CC=C2)C(F)(F)F)C {4-[8-amino-3-methyl-5-(1,2,5,6-tetrahydropyridin-3-yl)imidazo[1,5-a]pyrazin-1-yl]naphthalen-1-yl}-1-[3-(trifluoromethyl)phenyl]urea